Lauryl-Myristyl Alcohol C(CCCCCCCCCCC)CCCCCCCCCCCCCCO